silicon-lanthanum-zinc-aluminum [Al].[Zn].[La].[Si]